C1(=CC=CC=C1)S(=O)(=O)/C=C/CNC(=O)C=1C(NC=2CCN(CC2C1)C(CCOC)=O)=O N-[(2E)-3-(benzenesulfonyl)prop-2-en-1-yl]-6-(3-methoxypropionyl)-2-oxo-1,2,5,6,7,8-hexahydro-1,6-naphthyridine-3-carboxamide